C(=C)(C)C=1OC(C(N1)(CCCCCCCCCCCC)C)=O 2-Isopropenyl-4-methyl-4-dodecyl-1,3-oxazolin-5-on